C(C)OC(NS(=O)(=O)C1=C(C=C(C=C1)C(F)(F)F)N1CCN(CC1)CC1=NC2=C(N1C)C=CC=C2)=O N-[2-[4-[(1-methylbenzimidazol-2-yl)methyl]piperazin-1-yl]-4-(trifluoromethyl)phenyl]sulfonylcarbamic acid ethyl ester